trans-4-((3-(1-Cyclopropyl-1H-pyrazol-4-yl)phenyl)((trans-4-(4-methoxy-3-methylphenyl)cyclohexyl)methyl)carbamoyl)cyclohexyl ((1H-imidazol-2-yl)-methyl)carbamate N1C(=NC=C1)CNC(O[C@@H]1CC[C@H](CC1)C(N(C[C@@H]1CC[C@H](CC1)C1=CC(=C(C=C1)OC)C)C1=CC(=CC=C1)C=1C=NN(C1)C1CC1)=O)=O